[Na].OC=1C=C2OC3=CC(C=CC3=NC2=CC1)=O 7-Hydroxy-3H-phenoxazin-3-one sodium salt